indoline-1,2-dicarboxylic acid 1-tert-butyl 2-methyl ester COC(=O)C1N(C2=CC=CC=C2C1)C(=O)OC(C)(C)C